NCCNCCC[Si](OC)(OC)C (2-aminoethyl)aminopropyl-methyldimethoxysilane